1-(7-{[(1S)-5-[2-(2-aminopyridin-3-yl)-5-(pyrazol-1-yl)imidazo[4,5-b]pyridin-3-yl]-2,3-dihydro-1H-inden-1-yl]amino}-2-azaspiro[3.5]nonan-2-yl)prop-2-en-1-one NC1=NC=CC=C1C1=NC=2C(=NC(=CC2)N2N=CC=C2)N1C=1C=C2CC[C@@H](C2=CC1)NC1CCC2(CN(C2)C(C=C)=O)CC1